ClC=1C=CC(=C(C1)[C@@H](CC(=O)O)CC(=O)NC)C (R)-3-(5-chloro-2-methylphenyl)-5-(methylamino)-5-oxopentanoic acid